CC1(C=2C=CC(=CC2C(CC1)(C)C)B(O)O)C 5,5,8,8-tetramethyl-5,6,7,8-tetrahydronaphthalene-2-boronic acid